C1(CC(CCC1)(CO)CO)(CO)CO 1,1,3,3-Cyclohexanetetramethanol